6-oxo-5-(trifluoromethyl)-1-((2-(trimethylsilyl)ethoxy)methyl)-1,6-dihydropyridine O=C1C(=CC=CN1COCC[Si](C)(C)C)C(F)(F)F